2-ethylthexyl acrylate C(C=C)(=O)OC(CCC)(C)C(C)C